Cbz-(1R,2S,5S)-6,6-dimethyl-3-azabicyclo[3.1.0]Hexane-2-carboxylic acid methyl ester COC(=O)[C@@H]1[C@@]2(C([C@@H]2CN1)(C)C)C(=O)OCC1=CC=CC=C1